12-aminododecene-1,3-diol NCCCCCCCCCC(C=CO)O